ClC1=C(C=CC=C1)N1NC=2C(=C(N(C(C2)=O)CC=2C=NC=CC2)C2=C(C=CC=C2)F)C1=O 2-(2-chlorophenyl)-4-(2-fluorophenyl)-5-(pyridin-3-ylmethyl)-1H-pyrazolo[4,3-c]pyridine-3,6(2H,5H)-dione